C(C)N1N=C(C=C1)B1OC(C(O1)(C)C)(C)C 1-ethyl-3-(4,4,5,5-tetramethyl-1,3,2-dioxaborolan-2-yl)-1H-pyrazole